4-(2-bromo-5-chloro-3-methyl-3H-imidazo[4,5-b]pyridin-7-yl)morpholine BrC1=NC=2C(=NC(=CC2N2CCOCC2)Cl)N1C